FC(C(=O)O)(F)F.NCC(CC=1N(C(NN1)=O)CC=1SC(=CC1)C#CC=1C=NN(C1)C)=C(F)F [2-(aminomethyl)-3,3-difluoro-allyl]-4-[[5-[2-(1-methylpyrazol-4-yl)ethynyl]-2-thienyl]methyl]-1,2,4-triazol-3-one trifluoroacetate salt